CC(=O)C(CN)(CNCCCCNCCCN)C(=O)C 12-Diacetylspermine